BrC=1C(=C(C=C(C1)C)C=1N(C=CC1)C(=O)OC(C)(C)C)OC Tert-butyl 2-(3-bromo-2-methoxy-5-methylphenyl)-1H-pyrrole-1-carboxylate